C(C)(C)OC(=O)N1CC(C1)N1N=C2N(C(N(CC2=C1)C1CCN(CC1)C1=C(C=CC=C1C)F)=O)CC1=C(C=CC=C1)C(F)(F)F 3-[5-[1-(2-fluoro-6-methyl-phenyl)-piperidin-4-yl]-6-oxo-7-(2-trifluoromethyl-benzyl)-4,5,6,7-tetrahydro-pyrazolo[3,4-d]pyrimidin-2-yl]-azetidine-1-carboxylic acid isopropyl ester